6-phenyl-7(8H)pteridinone C1(=CC=CC=C1)C1=NC=2C=NC=NC2NC1=O